FC=1C=C(C=CC1Br)OB(O)O.CC(C)[C@H]1OC1 (2R)-2-(propan-2-yl)oxirane 3-fluoro-4-bromophenylborate